FC(CCCC1CCC(CC1)C1CCC(CC1)C(=O)OC1=CC=C(C=C1)/C=C/C(=O)O)(F)F (E)-3-(4-(((trans,trans)-4'-(4,4,4-trifluorobutyl)-[1,1'-bi(cyclohexane)]-4-carbonyl)oxy)phenyl)acrylic acid